4-((2S)-2-(fluoromethyl)-5-(4-(trifluoromethyl)phenyl)piperidin-1-yl)benzonitrile FC[C@H]1N(CC(CC1)C1=CC=C(C=C1)C(F)(F)F)C1=CC=C(C#N)C=C1